tert-butyl 4-(4-chlorophenyl)-4-vinylpiperidine-1-carboxylate ClC1=CC=C(C=C1)C1(CCN(CC1)C(=O)OC(C)(C)C)C=C